tert-butyl (2S,6R)-4-((R)-11-chloro-3-(5-fluoropyridin-3-yl)-6-oxo-10-(trifluoromethyl)-3,4-dihydro-2H,6H-[1,4]thiazepino[2,3,4-ij]quinazolin-8-yl)-2,6-dimethylpiperazine-1-carboxylate ClC1=C(C=C2C(=NC(N3C2=C1SC[C@@H](C3)C=3C=NC=C(C3)F)=O)N3C[C@@H](N([C@@H](C3)C)C(=O)OC(C)(C)C)C)C(F)(F)F